8-(2,4-Dichlorophenyl)-9-(3-fluoro-4-((1-(3-fluoropropyl)azetidin-3-yliden)methyl)phenyl)-6,7-dihydro-5H-benzo[7]annulen ClC1=C(C=CC(=C1)Cl)C=1CCCC2=C(C1C1=CC(=C(C=C1)C=C1CN(C1)CCCF)F)C=CC=C2